C(C1=CC=CC=C1)N1[C@H](C[C@@]2(C[C@H]1C=1N=NN(C1)C)C(N(C1=CC=C(C=C12)Cl)CC1=CC=C(C=C1)OC)=O)C (2'S,3S,6'S)-1'-benzyl-5-chloro-1-[(4-methoxyphenyl)methyl]-2'-methyl-6'-(1-methyltriazol-4-yl)spiro[indoline-3,4'-piperidine]-2-one